C12COCC2C1C#CC1=C(C=C2C(=NC=NC2=C1)NC1=C(C(=C(C=C1)Cl)Cl)F)N 7-(3-oxabicyclo[3.1.0]hexane-6-ylethynyl)-N4-(3,4-dichloro-2-fluorophenyl)quinazoline-4,6-diamine